3-(3-chloro-6,7-dihydropyridazino[4,3-b][1,4]oxazin-8-yl)pyrrolidine-1-carboxylate ClC1=CC=2OCCN(C2N=N1)C1CN(CC1)C(=O)[O-]